N-benzyl-2,2-dimethoxyethan-1-amine C(C1=CC=CC=C1)NCC(OC)OC